1-(4-methyl-1,3-thiazol-2-yl)methylamine CC=1N=C(SC1)CN